NC=1SC2=C(N1)C(=CC=C2F)C2=C(C=C1C(=CC(=NC1=C2F)OCC=2N(CC(C2)(F)F)C)N2CCN(CC2)C(C(=C)F)=O)Cl 7-(2-amino-7-fluorobenzo[d]thiazol-4-yl)-6-chloro-2-((4,4-difluoro-1-methylpyrrolin-2-yl)methoxy)-8-fluoro-4-(4-(2-fluoroacryloyl)piperazin-1-yl)quinolin